2-[2-(2-hydroxyethoxy)ethoxy]ethanol OCCOCCOCCO